C1(=CC=CC=C1)[PH2](C1=CC=CC=C1)C1=CC=CC=C1 triphenyl-phosphorane